(S)-1-(2-(4-amino-6-(trifluoromethyl)-9H-pyrimido[4,5-b]indol-9-yl)acetyl)-N-(6-bromopyridin-2-yl)indoline-2-carboxamide NC1=NC=NC=2N(C3=CC=C(C=C3C21)C(F)(F)F)CC(=O)N2[C@@H](CC1=CC=CC=C21)C(=O)NC2=NC(=CC=C2)Br